ClC1=CC=C(CC2C(C3=CC=C(C=C3C2)OC)=O)C=C1 2-(4-chlorobenzyl)-5-methoxy-2,3-dihydro-1H-indene-1-one